OCC1CC(CO1)O 5-hydroxymethyltetrahydrofuran-3-ol